[Al].[Al].[La] lanthanum dialuminum